2-fluoro-4-(2-hydroxypropan-2-yl)benzamide HCl salt Cl.FC1=C(C(=O)N)C=CC(=C1)C(C)(C)O